C(C)(C)(C)OC(=O)N1CCN(CC1)CC1=C(C(=CC=C1)C(=O)OC)C(=O)OC dimethyl 3-[(4-tert-butoxycarbonylpiperazin-1-yl)methyl]benzene-1,2-dicarboxylate